tert-Butyl-(5RS,7RS)-2-{[3-fluoro-2-(trifluoromethyl)pyridin-4-yl]methyl}-7-methyl-3-oxo-2,3,5,6,7,8-hexahydro[1,2,4]triazolo[4,3-a]pyridine-5-carboxylate C(C)(C)(C)OC(=O)[C@H]1C[C@H](CC=2N1C(N(N2)CC2=C(C(=NC=C2)C(F)(F)F)F)=O)C |r|